FC=1C=C(C=CC1)[C@@H]1[C@H]2CCC[C@@H](C1)N2C (1S,5R,6R)-6-(3-fluorophenyl)-8-methyl-8-azabicyclo[3.2.1]octane